N-undecylenic acid C=CCCCCCCCCC(=O)O